(R)-1-(5-chloro-3-fluoropyridin-2-yl)-3-(hydroxymethyl)-4-(4-(trifluoromethyl)benzyl)piperazine-2,5-dione ClC=1C=C(C(=NC1)N1C([C@H](N(C(C1)=O)CC1=CC=C(C=C1)C(F)(F)F)CO)=O)F